C(C)OC1=NC=C(C(=O)NC2=CC(=C(C=C2)F)[C@H](C)NC=2C=NC=3C(N2)=NN(C3)CC)C=C1C (S)-6-ethoxy-N-(3-(1-((2-ethyl-2H-pyrazolo[3,4-b]pyrazin-6-yl)amino)ethyl)-4-fluorophenyl)-5-methylnicotinamide